4-{4-[(3-cyano-4,5-difluorophenyl)methyl]pyridin-2-yl}-2-fluoro-6-methylbenzamide C(#N)C=1C=C(C=C(C1F)F)CC1=CC(=NC=C1)C1=CC(=C(C(=O)N)C(=C1)C)F